N[C@@H](C)C(=O)[C@](CSSC[C@@](C(=O)O)(N)C([C@@H](N)C)=O)(C(=O)O)N di-L-alanyl-L-cystine